3-(5-((1-(6-(6-((R)-2-(3-fluorophenyl)pyrrolidin-1-yl)imidazo[1,2-b]pyridazin-3-yl)pyridin-2-yl)azetidin-3-yl)amino)-1-oxoisoindolin-2-yl)piperidine-2,6-dione FC=1C=C(C=CC1)[C@@H]1N(CCC1)C=1C=CC=2N(N1)C(=CN2)C2=CC=CC(=N2)N2CC(C2)NC=2C=C1CN(C(C1=CC2)=O)C2C(NC(CC2)=O)=O